O=C1NC(CCC1N1C(C2=CC=C(C=C2C1)C(=O)NC1CC2(C1)CC(C2)C2=CC=C(C=C2)C(F)(F)F)=O)=O 2-(2,6-dioxopiperidin-3-yl)-1-oxo-N-(6-(4-(trifluoromethyl)phenyl)spiro[3.3]heptan-2-yl)isoindoline-5-carboxamide